C(CCCCCCCC)C=1C=C(C=C(C1)O)O 5-Nonylbenzene-1,3-diol